ClC=1C=C(C=C(C1)OC)C(=O)N1[C@H](C=2C(CC1)=C(N(N2)C)C2=CC(=C(C(=C2)F)F)F)C (S)-(3-chloro-5-methoxyphenyl)(2,7-dimethyl-3-(3,4,5-trifluorophenyl)-2,4,5,7-tetrahydro-6H-pyrazolo[3,4-c]pyridin-6-yl)methanone